CN(C1=CC=2OC(C(=CC2S1)C(=O)O)=O)CC=1C=NC=CC1 2-(Methyl-pyridin-3-ylmethyl-amino)-5-oxo-5H-thieno[3,2-b]pyran-6-carboxylic acid